NC1=C(SC2=NC(=CN=C21)O)C(=O)N2CCCCC2 (7-Amino-3-hydroxylthieno[2,3-b]pyrazin-6-yl)(piperidin-1-yl)methanone